benzyl-nonane C(C1=CC=CC=C1)CCCCCCCCC